8-Cyclopentyl-2-((2-methoxy-4-(4-methylpiperazin-1-yl)phenyl)amino)-5-methylpyrido[2,3-d]pyrimidine C1(CCCC1)N1CC=C(C2=C1N=C(N=C2)NC2=C(C=C(C=C2)N2CCN(CC2)C)OC)C